1-(2-(tert-butoxy)-6-chlorobenzyl)-4-hydroxy-5-methylpyridin-2(1H)-one C(C)(C)(C)OC1=C(CN2C(C=C(C(=C2)C)O)=O)C(=CC=C1)Cl